5,7-dihydroxyl-6-methoxyl-dihydroflavone OC1=C2C(CC(OC2=CC(=C1OC)O)C1=CC=CC=C1)=O